O=C1N(CC2=CC(=CC=C12)C1=NC=CC(=C1)CN1C[C@@H](CC1)C1=CC=CC=C1)C1CNCCC1 3-(1-oxo-5-(4-(((S)-3-phenylpyrrolidin-1-yl)methyl)pyridin-2-yl)isoindolin-2-yl)piperidine